NC1=NC=C(C2=C1C(=NN2[C@@H]2CN(CC2)C(C=C)=O)C#CC2=C(C(=CC(=C2F)OC)OC)F)C=2SC(=CC2)C (S)-1-(3-(4-amino-3-((2,6-difluoro-3,5-dimethoxyphenyl)ethynyl)-7-(5-methylthiophene-2-yl)-1H-pyrazolo[4,3-c]pyridin-1-yl)pyrrolidin-1-yl)prop-2-en-1-one